CO[C@H]1[C@@H](O[C@@H]([C@H]1O)CO)N1C(=O)NC(=O)C(=C1)C O-methyl-5-methyluridine